(S)-N-(6-cyano-1-(5-fluoropyridin-2-yl)-1H-benzo[d]imidazol-2-yl)-2,3,3-trimethylbutanamide C(#N)C=1C=CC2=C(N(C(=N2)NC([C@H](C(C)(C)C)C)=O)C2=NC=C(C=C2)F)C1